CN1C2CCCC1CC2 N-methyl-8-azabicyclo[3.2.1]octane